tert-butyl N-[[1-[2-[4-chloro-3-(trifluoromethyl)phenyl]-5-(methanesulfonamidomethyl) pyrimidin-4-yl] pyrrolidine-3-yl]methyl]carbamate ClC1=C(C=C(C=C1)C1=NC=C(C(=N1)N1CC(CC1)CNC(OC(C)(C)C)=O)CNS(=O)(=O)C)C(F)(F)F